ClC1=C(C(=O)N(C2(CC2)C#N)COC(=O)OCCCC(=O)O)C=C(C=C1)C=1C=NN(C1)C=1N(N=C(C1C(F)(F)F)C(C(F)(F)F)(F)F)C 4-[({[{2-Chloro-5-[2'-methyl-5'-(pentafluoroethyl)-4'-(trifluoromethyl)-2'H-[1,3'-bipyrazol]-4-yl]benzoyl}(1-cyanocyclopropyl)amino]methoxy}carbonyl)oxy]butanoic acid